CC(CC(=O)C1=C(C(=C(C=C1C)/N=C/N(C)CC)C)C)(C)C (E)-N'-(4-(3,3-dimethylbutanoyl)-2,3,5-trimethylphenyl)-N-ethyl-N-methylformimidamide